2-(2-(cyclopropanesulfonamido)thiazol-4-yl)-2-methyl-N-(4-(5-(2,2,2-trifluoroethoxy)pyridin-3-yl)phenyl)propanamide C1(CC1)S(=O)(=O)NC=1SC=C(N1)C(C(=O)NC1=CC=C(C=C1)C=1C=NC=C(C1)OCC(F)(F)F)(C)C